N-(2,2-difluoroethyl)-5,6-dihydro-4H-thieno[2,3-c]pyrrole-2-carboxamide FC(CNC(=O)C1=CC2=C(CNC2)S1)F